benzyl 4-[[3-[6-(2-cyano-3,6-difluoro-phenoxy)-4-oxo-quinazolin-3-yl]-1-oxaspiro[4.5]decan-8-yl]sulfonylmethyl]-4-hydroxy-piperidine-1-carboxylate C(#N)C1=C(OC=2C=C3C(N(C=NC3=CC2)C2COC3(C2)CCC(CC3)S(=O)(=O)CC3(CCN(CC3)C(=O)OCC3=CC=CC=C3)O)=O)C(=CC=C1F)F